di(ethoxyethyl) succinate C(CCC(=O)OCCOCC)(=O)OCCOCC